2-(3-(1-((1R,3s,5S)-8-azabicyclo[3.2.1]octan-3-yl)vinyl)-1,2,4-triazin-6-yl)-5-(1H-imidazol-1-yl)phenol [C@H]12CC(C[C@H](CC1)N2)C(=C)C=2N=NC(=CN2)C2=C(C=C(C=C2)N2C=NC=C2)O